(4-(2-(2-aminopyridin-3-yl)-5-chloro-3H-imidazo[4,5-b]pyridin-3-yl)phenyl)methanol NC1=NC=CC=C1C1=NC=2C(=NC(=CC2)Cl)N1C1=CC=C(C=C1)CO